2-(methylamino)pyridine-3-carboxamide CNC1=NC=CC=C1C(=O)N